7-(Benzyloxy)-3-methyl-1,2,3,4-tetrahydroisoquinoline C(C1=CC=CC=C1)OC1=CC=C2CC(NCC2=C1)C